1-(oxetan-2-ylmethyl)-1H-benzimidazole-6-carboxylic acid methyl ester COC(=O)C=1C=CC2=C(N(C=N2)CC2OCC2)C1